C12CN(CC(CCC1)N2)C=2OC1=C(N2)C=C(C=C1C=1SC=CN1)O 2-(3,9-diazabicyclo[3.3.1]nonan-3-yl)-7-(thiazol-2-yl)benzo[d]oxazol-5-ol